N1(CCC1)C(=O)N1[C@H]([C@H](CC1)NS(=O)(=O)C)CC=1C=C(C=CC1)C1=CC(=CC=C1)F N-((2S,3S)-1-(azetidin-1-ylcarbonyl)-2-((3'-fluorobiphenyl-3-yl)methyl)pyrrolidin-3-yl)methanesulfonamide